CN(C1CCCCC1)C dimethyl-cyclohexylamine